tert-Butyl(chloro)diphenylsilane C(C)(C)(C)[Si](C1=CC=CC=C1)(C1=CC=CC=C1)Cl